The molecule is a sulfonamide resulting from the formal condensation of the sulfonic acid group of 5-(phenylsulfonyl)-2-(trifluoromethyl)benzenesulfonic acid with the primary amino group of piperidin-4-amine. An inhibitor of secreted Frizzled-Related Protein-1 (sFRP-1). It has a role as a secreted frizzled-related protein 1 inhibitor. It is a sulfone, a sulfonamide, a member of (trifluoromethyl)benzenes, a member of piperidines and a secondary amino compound. C1CNCCC1NS(=O)(=O)C2=C(C=CC(=C2)S(=O)(=O)C3=CC=CC=C3)C(F)(F)F